hydroxy-N-{3-oxo-2H,3H,3aH,4H,6H,7H-thiopyrano[4,3-c]pyrazol-3a-yl}carbamic acid tert-butyl ester C(C)(C)(C)OC(N(C12C(=NNC1=O)CCSC2)O)=O